N,N-dimethyl-5-oxo-6-(2-(1-trityl-1H-imidazol-4-yl)benzylidene)-5,6,7,8-tetrahydronaphthalene-2-carboxamide CN(C(=O)C1=CC=2CCC(C(C2C=C1)=O)=CC1=C(C=CC=C1)C=1N=CN(C1)C(C1=CC=CC=C1)(C1=CC=CC=C1)C1=CC=CC=C1)C